NC1=NC=CC=C1Cl 2-amino-3-chloropyridine